7-[7-fluoro-3-(methoxymethoxy)-8-[2-(triisopropylsilyl)ethynyl]naphthalen-1-yl]-2-methanesulfinyl-8-methyl-4-[(2R)-2-methylazetidin-1-yl]pyrano[4,3-d]pyrimidin-5-one FC1=CC=C2C=C(C=C(C2=C1C#C[Si](C(C)C)(C(C)C)C(C)C)C1=C(C=2N=C(N=C(C2C(O1)=O)N1[C@@H](CC1)C)S(=O)C)C)OCOC